C1=CC=CC=2C3=CC=CC=C3C(C12)CN(C(O)=O)C1=CC(=CC=C1)CN.N1N=NC=C1C1CN(CC1)C(=O)N1CC(C1)C1=CC=C(C=C1)C1(CC1)C(F)(F)F (-)-[3-(1H-Triazol-5-yl)pyrrolidin-1-yl]-[3-[4-[1-(trifluoromethyl)cyclopropyl]phenyl]azetidin-1-yl]methanone (9H-fluoren-9-yl)methyl-(3-(aminomethyl)phenyl)carbamate